4,6,6-trimethyl-bicyclo[3.1.1]heptan-2-ol CC1CC(C2C(C1C2)(C)C)O